FC(N1C=C(C2=CC=C(C=C12)F)S(=O)(=O)C1=CC(=C(C=C1)OC)N1CCNCC1)F 1-(difluoromethyl)-6-fluoro-3-((4-methoxy-3-(piperazin-1-yl)phenyl)sulfonyl)-1H-indole